((2-(((3S,6S,9aS)-3-(3-(6-cyano-3-methylpyridin-2-yl)azetidine-1-carbonyl)-5-oxooctahydro-1H-pyrrolo[1,2-a]azepin-6-yl)carbamoyl)benzo[b]thiophen-5-yl)difluoromethyl)phosphonic acid C(#N)C1=CC=C(C(=N1)C1CN(C1)C(=O)[C@@H]1CC[C@H]2N1C([C@H](CCC2)NC(=O)C2=CC1=C(S2)C=CC(=C1)C(F)(F)P(O)(O)=O)=O)C